tetrahydrothiophenyl oxide S1C(CCC1)OC1SCCC1